2-((1-(tetrahydro-2H-pyran-4-yl)-1H-pyrazol-4-yl)amino)-4-(pent-4-en-1-ylamino)pyrimidin-5-carboxamide O1CCC(CC1)N1N=CC(=C1)NC1=NC=C(C(=N1)NCCCC=C)C(=O)N